6-(5-bromo-2-{4-[2-(4,4-difluoropiperidin-1-yl)-6-methylpyrimidin-4-yl]-5-iodo-1H-1,2,3-triazol-1-yl}phenyl)-6-azaspiro[2.5]octane BrC=1C=CC(=C(C1)N1CCC2(CC2)CC1)N1N=NC(=C1I)C1=NC(=NC(=C1)C)N1CCC(CC1)(F)F